FC1=C(CO)C=CC(=C1)O 2-Fluoro-4-hydroxybenzyl alcohol